4-(1H-imidazol-1-ylmethyl)benzene N1(C=NC=C1)CC1=CC=CC=C1